C(C\C=C/CCCC)(=O)O Z-3-octenoic acid